OC(CO)C1CN(C1)C1=C2C(=NC=C1)N(N=C2C2CN(C2)C(C(=C)F)=O)C2=CC=C(C=C2)OC(F)(F)F 1-(3-(4-(3-(1,2-dihydroxyethyl)azetidin-1-yl)-1-(4-(trifluoromethoxy)phenyl)-1H-pyrazolo[3,4-b]pyridin-3-yl)azetidin-1-yl)-2-fluoroprop-2-en-1-one